OC1=C(C[C@H](N)C(=O)O)C=CC=C1 E-L-2-hydroxyphenylalanine